6-bromo-N-(2,2-difluoro-1,3-benzodioxol-4-yl)-1H-pyrrolo[2,3-b]pyridine-3-sulfonamide BrC1=CC=C2C(=N1)NC=C2S(=O)(=O)NC2=CC=CC=1OC(OC12)(F)F